OC1=CC=C(C=C1)[S+](C)CC1=CC2=CC=CC=C2C=C1 4-hydroxyphenyl-(2-naphthylmethyl)methylsulfonium